4-(2,7-bis(3-fluoro-4-vinylphenyl)-9H-carbazol-9-yl)benzoic acid FC=1C=C(C=CC1C=C)C1=CC=2N(C3=CC(=CC=C3C2C=C1)C1=CC(=C(C=C1)C=C)F)C1=CC=C(C(=O)O)C=C1